Ethylene glycolAt 2-(2,2-bis(8-(((Octylthio)methyl)thio)octyl)-1,3-dioxolan-4-yl)ethyl-methanesulfonate C(CCCCCCC)SCSCCCCCCCCC1(OCC(O1)CCCS(=O)(=O)O)CCCCCCCCSCSCCCCCCCC.C(CO)(=O)O.C=C